2-bromo-2-(6-fluoropyridin-2-yl)acetamide BrC(C(=O)N)C1=NC(=CC=C1)F